NC1=C(C=C(C=C1C(=O)O)OC)C(=O)O 2-amino-5-methoxy-1,3-benzenedicarboxylic acid